ClC1=C(C(=O)O)C=CC=C1C=1C=NNC1 2-chloro-3-(1H-pyrazol-4-yl)benzoic acid